BrC=1C=CC(=C(C1)N(C(C)C)C(C(=O)OCC(C)C)=O)C(CC)=O Isobutanol (5-bromo-2-propionylphenyl)(isopropylamino)-2-oxoacetate